CNC(=O)NC=1C=NN2C1N=C(C=C2NC)NC=2C=CC=C1C=CC=NC21 1-methyl-3-(7-(methylamino)-5-(quinolin-8-ylamino)pyrazolo[1,5-a]pyrimidin-3-yl)urea